N-(4-((4-(1-isopropyl-1H-pyrazol-4-yl)-5-methylpyrimidin-2-yl)amino)benzyl)-4-dimethylaminobutyramide C(C)(C)N1N=CC(=C1)C1=NC(=NC=C1C)NC1=CC=C(CNC(CCCN(C)C)=O)C=C1